C(C)OC(=O)C1=CN(C2=C3C(=C(C=C2C1=O)F)CC(C3)COS(=O)(=O)C3=CC=C(C=C3)C)CC 1-ethyl-6-fluoro-8-[(4-methylphenyl)sulfonyloxymethyl]-4-oxo-8,9-dihydro-7H-cyclopenta[H]Quinoline-3-carboxylic acid ethyl ester